P(OCC(C)C)(OCC(=NO)N)=O isobutyl (2-amino-2-(hydroxyimino) ethyl) phosphonate